BrC=1C(N(C2=CC=NC(=C2C1)Cl)C)=O 3-Bromo-5-chloro-1-methyl-1,6-naphthyridin-2(1H)-one